7-carboxyheptylphosphonic acid C(=O)(O)CCCCCCCP(O)(O)=O